2,4,5,6-tetra-9H-carbazol-9-ylisophthalonitrile C1=CC=CC=2C3=CC=CC=C3N(C12)C1=C(C#N)C(=C(C(=C1C#N)N1C2=CC=CC=C2C=2C=CC=CC12)N1C2=CC=CC=C2C=2C=CC=CC12)N1C2=CC=CC=C2C=2C=CC=CC12